FC(C(=O)NCC(=O)OC(C(C)C)OC(N(C)[C@]1(C(CCCC1)=O)C1=C(C=CC=C1)Cl)=O)(F)F 1-((((S)-1-(2-chlorophenyl)-2-oxocyclohexyl)(methyl)carbamoyl)oxy)-2-methylpropyl (2,2,2-trifluoroacetyl)glycinate